C1C2=C(OC1)C=CC=1CCC(C12)=O 1,2,6,7-tetrahydro-8H-indeno[5,4-B]furan-8-one